6-(6-Ethoxy-4-methyl-2-pyridyl)-N-[(2-oxo-1H-pyridin-3-yl)sulfonyl]-2-[(4S)-2,2,4-trimethylpyrrolidin-1-yl]pyridin-3-carboxamid C(C)OC1=CC(=CC(=N1)C1=CC=C(C(=N1)N1C(C[C@@H](C1)C)(C)C)C(=O)NS(=O)(=O)C=1C(NC=CC1)=O)C